(1S*,5S*,9R*)-3-(2-phenylacetyl)-9-(3-(trifluoromethyl)phenyl)-4-oxa-1,3-diazabicyclo[3.3.1]non-6-en-5-yl chloride C1(=CC=CC=C1)CC(=O)N1CN2CC=C[C@@](O1)([C@H]2C2=CC(=CC=C2)C(F)(F)F)Cl |o1:15,17|